C1(=CC=CC=2C3=CC=CC=C3CC12)C1=NN=NC=C1 fluorenyl-triazine